3-(2-{3-methoxy-4-[(1s,3s)-3-(dimethylamino)cyclobutoxy]phenylamino}-4-pyrimidinylamino)-2-pyridinecarboxamide COC=1C=C(C=CC1OC1CC(C1)N(C)C)NC1=NC=CC(=N1)NC=1C(=NC=CC1)C(=O)N